6-(3,3-dimethylpiperidin-4-yl)-2-(4-phenoxyphenyl)nicotinamide CC1(CNCCC1C1=NC(=C(C(=O)N)C=C1)C1=CC=C(C=C1)OC1=CC=CC=C1)C